2-(Cyclopropylamino)-4-(3-(2,4-difluorophenyl)-5H-pyrrolo[2,3-b]pyrazin-5-yl)benzoic Acid C1(CC1)NC1=C(C(=O)O)C=CC(=C1)N1C=CC=2C1=NC(=CN2)C2=C(C=C(C=C2)F)F